FC1(CCC(CC1)C(CC(=O)C1=CC=NN1C)C=1OC2=C(N1)C(=C(C=C2)CN2C(NC(C2)C(F)(F)F)=O)F)F 1-((2-(1-(4,4-difluorocyclohexyl)-3-(1-methyl-1H-pyrazol-5-yl)-3-oxopropyl)-4-fluorobenzo[d]oxazol-5-yl)methyl)-4-(trifluoromethyl)imidazolidin-2-one